((1R,3R)-3-(1-(1-(4-methoxybenzyl)-2,6-dioxopiperidin-3-yl)-3-methyl-2-oxo-2,3-dihydro-1H-benzo[d]imidazol-5-yl)cyclobutyl)methyl methanesulfonate CS(=O)(=O)OCC1CC(C1)C1=CC2=C(N(C(N2C)=O)[C@H]2C(N(C(CC2)=O)CC2=CC=C(C=C2)OC)=O)C=C1